Racemic-7-oxaspiro[3.5]nonane-1-carbaldehyde [C@H]1(CCC12CCOCC2)C=O |r|